BrC=1C(=CC(=C(C1)NC(=O)N[C@@H](C)C=1N(N=CN1)C1=NC=CC=N1)Cl)F 1-(5-bromo-2-chloro-4-fluoro-phenyl)-3-[(1S)-1-(2-pyrimidin-2-yl-1,2,4-triazol-3-yl)ethyl]urea